N-(4-(4-amino-3-(3-fluoro-4-((4-methylpyrimidin-2-yl)oxy)phenyl)-7-(isoxazol-4-yl)thieno[3,2-c]pyridin-2-yl)-3-methylphenyl)methacrylamide NC1=NC=C(C2=C1C(=C(S2)C2=C(C=C(C=C2)NC(C(=C)C)=O)C)C2=CC(=C(C=C2)OC2=NC=CC(=N2)C)F)C=2C=NOC2